6-((4-chlorobenzyl)oxy)-2-(4-cyano-4-phenylpiperidine-1-carbonyl)-N,N-dimethyl-quinoline-4-carboxamide ClC1=CC=C(COC=2C=C3C(=CC(=NC3=CC2)C(=O)N2CCC(CC2)(C2=CC=CC=C2)C#N)C(=O)N(C)C)C=C1